(RS)-4-Cyclopropylmethoxy-N-(4-morpholin-2-yl-phenyl)-benzamid C1(CC1)COC1=CC=C(C(=O)NC2=CC=C(C=C2)[C@@H]2CNCCO2)C=C1 |r|